FC=1C(=NC(=NC1)\C=C\C)C1=NC=2C=CC3=C(C2C=C1)C1=C(S3)CN[C@@H](CN1)C (R,E)-3-(5-fluoro-2-(prop-1-en-1-yl)pyrimidin-4-yl)-10-methyl-9,10,11,12-tetrahydro-8H-[1,4]diazepino[5',6':4,5]thieno[3,2-f]quinolin